The molecule is an N-acyl-4-hydroxy-15-methylhexadecasphinganine-1-phosphocholine in which the acyl group has 20 carbons and 0 double bonds. It derives from a 15-methylhexadecaphytosphingosine. CCCCCCCCCCCCCCCCCCCC(=O)N[C@@H](COP(=O)([O-])OCC[N+](C)(C)C)[C@@H]([C@@H](CCCCCCCCCCC(C)C)O)O